C(C)(C)(C)OC(=O)N[C@H]1CN(CC[C@@H]1CO)C(=O)OCC1=CC=CC=C1 benzyl (3R,4S)-3-((tert-butoxycarbonyl)amino)-4-(hydroxymethyl)piperidine-1-carboxylate